C(C)C1(C(OCC=2C(N3CC=4C(=NC=5C=C(C(=C6C5C4C(CC6)NC(C(CO)F)=O)C)F)C3=CC21)=O)=O)O N-(9-ethyl-5-fluoro-9-hydroxy-4-methyl-10,13-dioxo-2,3,9,10,13,15-hexahydro-1H,12H-benzo[de]pyrano[3',4':6,7]indolizino[1,2-b]quinolin-1-yl)-2-fluoro-3-hydroxypropanamide